3-(4,5-Dimethyl-thiazol-2-yl)-2,5-diphenyltetrazolium bromide [Br-].CC=1N=C(SC1C)N1N([NH2+]C(=N1)C1=CC=CC=C1)C1=CC=CC=C1